4-(1-methyl-2-oxo-ethyl)benzonitrile CC(C=O)C1=CC=C(C#N)C=C1